P(=O)(OCCCC)(OC(C)CCCCCC)OC(C)CCCCCC butyl di-(2-octyl) phosphate